CC1(N=C(NC1=O)C1=NC=CC=C1C(=O)O)C(C)C 2-[4,5-dihydro-4-methyl-4-(1-methylethyl)-5-oxo-1H-imidazol-2-yl]-3-pyridinecarboxylic acid